4-(difluoromethyl)-2-((4-fluoro-2-methylphenyl)amino)-N-(6-methoxy-2-methylpyridin-3-yl)benzamide FC(C1=CC(=C(C(=O)NC=2C(=NC(=CC2)OC)C)C=C1)NC1=C(C=C(C=C1)F)C)F